C1N(CCC12CCNCC2)C2=C(N(C)C)C=CC=C2 2-(2,8-diazaspiro[4.5]decan-2-yl)-N,N-dimethylaniline